tert-butyl 5-carbamoyl-6-(4-phenoxyphenyl)-3',6'-dihydro-[2,3'-bipyridine]-1'(2'H)-carboxylate C(N)(=O)C=1C=CC(=NC1C1=CC=C(C=C1)OC1=CC=CC=C1)C1CN(CC=C1)C(=O)OC(C)(C)C